OC[C@]1(N2[C@H](C[C@](C1=O)(CC2)C)C)COC (1S,2S,4R,6S)-2-(hydroxymethyl)-2-(methoxymethyl)-4,6-dimethylquinuclidin-3-one